N-(3-chloro-4-(4-((2-(dimethylamino)ethyl)(methyl)amino)piperidine-1-carbonyl)phenyl)-5-(1-cyclopropyl-3-(trifluoromethyl)-1H-pyrazol-4-yl)-1-methyl-1H-imidazole-2-carboxamide ClC=1C=C(C=CC1C(=O)N1CCC(CC1)N(C)CCN(C)C)NC(=O)C=1N(C(=CN1)C=1C(=NN(C1)C1CC1)C(F)(F)F)C